BrC1=CC=C(C=C1)N1N=C(C(=N1)C1OCC(N1CCC1=CC=C(C=C1)[N+](=O)[O-])=O)C1=CC=C(C=C1)F (2-(4-bromophenyl)-5-(4-fluorophenyl)-2H-1,2,3-triazol-4-yl)-3-(4-nitrophenethyl)oxazolidin-4-one